3-(4-Trifluoromethylbenzyl)-6-benzyl-2-methylamino-5,6,7,8-tetrahydropyrido[4,3-d]pyrimidin-4(3H)-one FC(C1=CC=C(CN2C(=NC3=C(C2=O)CN(CC3)CC3=CC=CC=C3)NC)C=C1)(F)F